C1=COC(=C1)Br Bromofuran